choline-HCL Cl.OCC[N+](C)(C)C